C(=O)C=1C=C(C=CC1C(=O)OC)N1CC2(C1)CCN(CC2)CC2CCN(CC2)C(=O)OCC2=CC=CC=C2 benzyl 4-([2-[3-formyl-4-(methoxycarbonyl)phenyl]-2,7-diazaspiro[3.5]nonan-7-yl]methyl)piperidine-1-carboxylate